N-(1-cyanocyclopropyl)-3-(5-(difluoromethyl)-1,3,4-thiadiazol-2-yl)-8-(4-(trifluoromethoxy)piperidin-1-yl)imidazo[1,5-a]pyridine-6-sulfonamide C(#N)C1(CC1)NS(=O)(=O)C=1C=C(C=2N(C1)C(=NC2)C=2SC(=NN2)C(F)F)N2CCC(CC2)OC(F)(F)F